2,6-Dimethyl-1H,5H-[1,4]dithiino[2,3-c:5,6-c']dipyrrole-1,3,5,7(2H,6H)-tetrone CN1C(C2=C(C1=O)SC=1C(N(C(C1S2)=O)C)=O)=O